2',3',5',6'-tetramethyl-[1,1':4',1''-terphenyl]-4,4''-dicarboxylic acid CC1=C(C(=C(C(=C1C)C1=CC=C(C=C1)C(=O)O)C)C)C1=CC=C(C=C1)C(=O)O